NC1=CC=C(C(=C1C(=O)N(C)C)F)C=1C=C2C(=NC1)NCC21CCC(CC1)O 6-Amino-2-fluoro-3-(4-hydroxy-1',2'-dihydrospiro[cyclohexane-1,3'-pyrrolo[2,3-b]pyridin]-5'-yl)-N,N-dimethylbenzamide